2-(4-Methyloxysulfocarbonylphenyl)quinoline-4-carboxylic acid methyl ester COC(=O)C1=CC(=NC2=CC=CC=C12)C1=C(C=C(C=C1)OC)C(=O)S(=O)(=O)O